ethyl 2,4,6-trimethylbenzoylphenylphosphonate (ethyl (2,4,6-trimethylbenzoylphenyl) phenyl phosphonate) C(C)C=1C(=C(C=CC1)P(O)(O)=O)C1=C(C=CC=C1)C(C1=C(C=C(C=C1C)C)C)=O.CC1=C(C(=O)C2=C(C=CC=C2)P(OCC)(O)=O)C(=CC(=C1)C)C